CN1C(=C(C2=CC=CC=C12)NC1=CC=CC2=CC=CC=C12)C(=O)N[C@@H](C)C1=CC=C(C(=O)O)C=C1 (S)-4-(1-(1-methyl-3-(naphthalen-1-ylamino)-1H-indole-2-carboxamido)ethyl)benzoic acid